4-cyclopropyl-2-fluoro-N-((2-(trifluoromethyl)pyridin-3-yl)carbamoyl)benzamide C1(CC1)C1=CC(=C(C(=O)NC(NC=2C(=NC=CC2)C(F)(F)F)=O)C=C1)F